C(C)OC(C(C)[S+](C1=CC2=CC=CC=C2C=C1)C)=O (2-ethoxy-1-methyl-2-oxoethyl)-methyl-2-naphthalenylsulfonium